N[C@@H]1C(N(CC1)CC1=CC(=C(C=C1)Cl)Cl)=O (S)-3-amino-1-(3,4-dichlorobenzyl)pyrrolidin-2-one